octaethyl (((((1,3-dihydroxy-2-(hydroxymethyl)propan-2-yl)azanediyl)bis(methylene))bis(benzene-5,1,3-triyl))tetrakis(methylene))tetrakis(phosphonate) OCC(CO)(CO)N(CC=1C=C(C=C(C1)CP(OCC)(OCC)=O)CP(OCC)(OCC)=O)CC=1C=C(C=C(C1)CP(OCC)(OCC)=O)CP(OCC)(OCC)=O